ClC1=C(C(=C2N(C(CN(S2(=O)=O)CCC)C(=O)O)C1=O)C1=CC(=CC=C1)C(F)(F)F)CC1=CC=CC2=CC=CC=C12 7-chloro-8-(naphthalen-1-ylmethyl)-6-oxo-2-propyl-9-(3-(trifluoromethyl)phenyl)-3,4-dihydro-2H,6H-pyrido[1,2-e][1,2,5]thiadiazine-4-carboxylic acid 1,1-dioxide